tert-Butyl 4-(5-amino-6-chloro-2-(2-methoxyethyl)-2H-indazol-4-yl)butanoate NC1=C(C2=CN(N=C2C=C1Cl)CCOC)CCCC(=O)OC(C)(C)C